[C@@H]12NC[C@@H]([C@@H](C1)OCC=1C(=NOC1C1CC1)C1=C(C=CC=C1Cl)Cl)C2 4-(((1S,4S,5R)-2-Azabicyclo[2.2.1]heptan-5-yloxy)methyl)-5-cyclopropyl-3-(2,6-dichlorophenyl)isoxazole